1-(3-fluorophenyl)-2-{[5-(4-methansulfonylphenyl)-1H-1,2,4-triazol-3-yl]sulfanyl}propan-1-on FC=1C=C(C=CC1)C(C(C)SC1=NNC(=N1)C1=CC=C(C=C1)S(=O)(=O)C)=O